COC1=CC=C(CN(C2=NC(=NC3=C2NC(N(C3)CC3=CC(=CC=C3)CN3CCCC3)=O)OCCCC)CC3=CC=C(C=C3)OC)C=C1 8-(bis(4-methoxybenzyl)amino)-6-butoxy-3-(3-(pyrrolidin-1-ylmethyl)benzyl)-3,4-dihydropyrimido[5,4-d]Pyrimidine-2(1H)-one